3-methyl-2-[2-[(1R,2S)-3,3-difluoro-2-hydroxy-cyclohexyl]pyrazolo[3,4-b]pyridin-6-yl]-5-(trifluoromethyl)phenol CC=1C(=C(C=C(C1)C(F)(F)F)O)C=1C=CC=2C(N1)=NN(C2)[C@H]2[C@@H](C(CCC2)(F)F)O